Br.BrC=1C=C(C=2N(C1)C=C(N2)C)C 6-bromo-2,8-dimethylimidazo[1,2-a]pyridine HBr salt